NC=1C(=C(C=CC1)[C@@H]1N(CCC1)C(=O)OC(C)(C)C)F tert-butyl (R)-2-(3-amino-2-fluorophenyl)pyrrolidine-1-carboxylate